C(C1=CC=CC=C1)OC(=O)N(C1CCN(CC1)C(=O)OCCCC)CCO Z-Butyl 4-(((benzyloxy)carbonyl)(2-hydroxyethyl)amino)piperidine-1-carboxylate